C(C)(C)(C)OC(=O)NCC(C(=O)O)C1=CC=C(C=C1)CO 3-[(tert-butoxycarbonyl)amino]-2-[4-(hydroxymethyl)phenyl]propanoic acid